BrC1=CC=C(C=C1)C1=C(C=CC=C1)Cl 4'-bromo-2-chloro-1,1'-biphenyl